N-{2-[(1S)-1-(3-ethoxy-4-methoxyphenyl)-2-methylsulfonylethyl]-1,3-dioxo-2,3-dihydro-1H-isoindol-4-yl}octanamide C(C)OC=1C=C(C=CC1OC)[C@@H](CS(=O)(=O)C)N1C(C2=CC=CC(=C2C1=O)NC(CCCCCCC)=O)=O